8-hydroxy-1-octanoic acid, methyl ester OCCCCCCCC(=O)OC